O1C=CC2=NC=C(C=C21)C=2C=C1N(N2)CCC12CN(C2)C(=O)OC(C)(C)C tert-butyl 2'-(furo[3,2-b]pyridin-6-yl)-5',6'-dihydrospiro[azetidine-3,4'-pyrrolo[1,2-b]pyrazole]-1-carboxylate